C(#N)[C@H](C[C@H]1C(NCCC1)=O)NC(=O)[C@@H]1[C@H]2C([C@H]2CN1C([C@@H](NC(C(F)(F)F)=O)C1CCOCC1)=O)(C)C (1R,2S,5S)-N-((S)-1-cyano-2-((S)-2-oxopiperidin-3-yl)ethyl)-6,6-dimethyl-3-((S)-2-(tetrahydro-2H-pyran-4-yl)-2-(2,2,2-trifluoroacetamido)acetyl)-3-azabicyclo[3.1.0]hexane-2-carboxamide